(3,4-dihydro-2H-pyran-2-yl)-methanol O1C(CCC=C1)CO